6-bromo-2-(2,2,6,6-tetramethyl-4-piperidyl)Indazole BrC=1C=CC2=CN(N=C2C1)C1CC(NC(C1)(C)C)(C)C